N-(2,6-dichlorophenyl)-4-ethoxy-2-{[3-chloro-4-(4-methylpiperazin-1-yl)phenyl]amino}pyrimidine-5-carboxamide ClC1=C(C(=CC=C1)Cl)NC(=O)C=1C(=NC(=NC1)NC1=CC(=C(C=C1)N1CCN(CC1)C)Cl)OCC